NC1=NC=CC=C1C1=NC=2C(=NC=C(C2)C(=O)N)N1C1=CC=C(C=C1)CCl 2-(2-Aminopyridin-3-yl)-3-(4-(chloromethyl)phenyl)-3H-imidazo[4,5-b]pyridine-6-carboxamide